(2-(3,8-diazabicyclo[3.2.1]octan-8-yl)-6,7-dihydrothiazolo[5,4-c]pyridin-5(4H)-yl)(2,4-dimethylphenyl)methanone C12CNCC(CC1)N2C=2SC=1CN(CCC1N2)C(=O)C2=C(C=C(C=C2)C)C